C(CCCCCCCCCCC)OC(CCNCCN)=O N-(2-aminoethyl)-beta-alanine dodecyl ester